C(O)(O)=O.C(C(C)O)O 1,2-propylene glycol carbonate